ClC=1C=C(C=NC1N1N=CC=N1)NC(=O)[C@@H]1C[C@](C2=C1C=NC=1N2N=C(C1)F)(C=1C=NN(C1)C)C trans-N-(5-chloro-6-(2H-1,2,3-triazol-2-yl)pyridin-3-yl)-2-fluoro-8-methyl-8-(1-methyl-1H-pyrazol-4-yl)-7,8-dihydro-6H-cyclopenta[e]pyrazolo[1,5-a]pyrimidine-6-carboxamide